[Cl-].C1(CCCCC1)N1CN(C=C1)C1CCCCC1 1,3-dicyclohexyl-imidazole chloride